C(C)(=O)N1CCC(CC1)NCC1=C(C=C(C=C1)C1=NC=CC(=C1Cl)C=1C(=C(C=CC1)C1=CC=C(C(=N1)OC)CNC1CCN(CC1)C(C)=O)C)OC 1-(4-(((6-(3-(2-(4-(((1-acetylpiperidin-4-yl)amino)methyl)-3-methoxyphenyl)-3-chloropyridin-4-yl)-2-methylphenyl)-2-methoxypyridin-3-yl)methyl)amino)piperidin-1-yl)ethan-1-one